tert-Butyl 5-((4-chloro-5-(ethoxycarbonyl)-2-oxopyridin-1(2H)-yl)methyl)-5-hydroxy-2-azaspiro[5.5]undecane-2-carboxylate ClC1=CC(N(C=C1C(=O)OCC)CC1(CCN(CC12CCCCC2)C(=O)OC(C)(C)C)O)=O